BrC=1C=2N(C=CC1)C(=C(N2)C)C(\C=C\C2=CC=C(C=C2)C(F)(F)F)=O (E)-1-(8-bromo-2-methylimidazo[1,2-a]pyridin-3-yl)-3-(4-(trifluoromethyl)phenyl)prop-2-en-1-one